OC1=C(C(=CC(=C1CNC(OC)=O)CCCCC)O)C1CCCC(=C1)C methyl ((2,6-dihydroxy-5'-methyl-4-pentyl-1',2',3',4'-tetrahydro-[1,1'-biphenyl]-3-yl)methyl)carbamate